NC1=NC(=C(C=2N1C(N(N2)CCC#N)=O)C2=CC(=NC(=C2)C)C)C2=CC=CC=C2 3-(5-amino-8-(2,6-dimethylpyridin-4-yl)-3-oxo-7-phenyl-[1,2,4]triazolo[4,3-c]pyrimidin-2(3H)-yl)propanenitrile